FCCCN1C[C@H](CC1)OC1=CC=C(C=C1)C1=C(CCCC2=C1C=CC(=C2)O)C=2C=NC=CC2 5-[4-[(3S)-1-(3-fluoropropyl)pyrrolidin-3-yl]oxyphenyl]-6-(3-pyridyl)-8,9-dihydro-7H-benzo[7]annulen-2-ol